4-((5-bromoundecyl)oxy)-2-(2,6-dioxopiperidin-3-yl)isoindoline-1,3-dione BrC(CCCCOC1=C2C(N(C(C2=CC=C1)=O)C1C(NC(CC1)=O)=O)=O)CCCCCC